2-(7-(2-(aminomethyl)pyridin-4-yl)benzofuran-5-yl)-4-methyl-3,4-dihydro-2H-benzene NCC1=NC=CC(=C1)C1=CC(=CC=2C=COC21)C2CC=CC(C2)C